C(C1=CC=CC=C1)OCCOCC(=O)O 2-[2-(benzoxy)ethoxy]acetic acid